N-[1-[5-chloro-2-(2-chlorophenyl)-3-(4-chlorophenyl)pyrazolo[1,5-a]pyrimidin-7-yl]-4-methyl-4-piperidinyl]acetamide ClC1=NC=2N(C(=C1)N1CCC(CC1)(C)NC(C)=O)N=C(C2C2=CC=C(C=C2)Cl)C2=C(C=CC=C2)Cl